tert-butyl N-[4-(3-oxoazetidin-1-yl)phenyl]carbamate O=C1CN(C1)C1=CC=C(C=C1)NC(OC(C)(C)C)=O